C(C)(=O)C1=NN(C2=CC=C(C=C12)C=1C=NC(=NC1)N)CC(=O)N1[C@@H](C[C@H](C1)F)C(=O)NC1=NC(=CC=C1C)Br (2S,4R)-1-(2-(3-acetyl-5-(2-aminopyrimidin-5-yl)-1H-indazol-1-yl)acetyl)-N-(6-bromo-3-methylpyridin-2-yl)-4-fluoropyrrolidine-2-carboxamide